4-(3-chloro-4-methoxybenzylamino)-2-methylsulfonyl-pyrimidine-5-carboxylic acid ethyl ester C(C)OC(=O)C=1C(=NC(=NC1)S(=O)(=O)C)NCC1=CC(=C(C=C1)OC)Cl